C(C)(C)[Si](S)(C(C)C)C(C)C triisopropyl-silanthiol